C1(=C(C(=C(C2=CC3=CC=CC=C3C=C12)[2H])[2H])[2H])[2H] anthracene-d4